ClC=1C(=CC2=C([C@@H]([C@@](O2)(C2NCCC2)C2=CC=CC=C2)O)C1)F (2S,3S,4S)-5-chloro-6-fluoro-3-hydroxy-2-phenyl-2-(pyrrolidin-2-yl)-2,3-dihydrobenzofuran